ClC=1C(=NC(=NC1)NC=1C=NC=2CCN(CC2C1)C(=O)OC(C)(C)C)C1=CC2=C(N(C=N2)C)C=C1 tert-butyl 3-((5-chloro-4-(1-methyl-1H-benzo[d]imidazol-5-yl) pyrimidin-2-yl) amino)-7,8-dihydro-1,6-naphthyridine-6(5H)-carboxylate